C(=O)C1=CN=C(O1)[C@H]([C@H](CC)C)NC(OC(C)(C)C)=O TERT-BUTYL (1S,2S)-1-(5-FORMYLOXAZOL-2-YL)-2-METHYLBUTYLCARBAMATE